4-chloro-6-(3,3,5,6-tetramethyl-2,3-dihydro-1H-pyrrolo[3,2-b]pyridin-1-yl)pyrimidine ClC1=NC=NC(=C1)N1CC(C2=NC(=C(C=C21)C)C)(C)C